(S)-2-((tetrahydro-2H-pyran-4-yl)methoxy)-5-((2-(2,2,2-trifluoroethyl)-3,4-dihydroquinolin-1(2H)-yl)sulfonyl)benzonitrile O1CCC(CC1)COC1=C(C#N)C=C(C=C1)S(=O)(=O)N1[C@@H](CCC2=CC=CC=C12)CC(F)(F)F